5-((Ethylamino)methyl)-N-(2-fluoro-5-((1s,3s)-3-methyl-1-(4-methyl-4H-1,2,4-triazol-3-yl)cyclobutyl)phenyl)-2-oxo-1-(2,2,2-trifluoroethyl)-1,2-dihydropyridine-3-carboxamide C(C)NCC=1C=C(C(N(C1)CC(F)(F)F)=O)C(=O)NC1=C(C=CC(=C1)C1(CC(C1)C)C1=NN=CN1C)F